tert-butyl N-[5-fluoro-4-(methoxymethyl)pyridin-3-yl]carbamate FC=1C(=C(C=NC1)NC(OC(C)(C)C)=O)COC